C(C)(C)(C)OC(=O)N1[C@H](C[C@H](C1)OC1=NC=C(C=C1)F)C (2S,4r)-4-((5-fluoropyridin-2-yl)oxy)-2-methylpyrrolidine-1-carboxylic acid tert-butyl ester